(E)-2-[2-bromo-4-fluoro-3-[2-fluoro-5-[4-fluoro-1-[(4-methoxyphenyl)methyl]pyrazol-3-yl]phenoxy]-6-nitro-phenyl]-N,N-dimethyl-ethenamine BrC1=C(C(=CC(=C1OC1=C(C=CC(=C1)C1=NN(C=C1F)CC1=CC=C(C=C1)OC)F)F)[N+](=O)[O-])/C=C/N(C)C